4-fluoro-1-methoxy-5-((2-methyl-1,4-diazepan-1-yl)sulfonyl)isoquinoline FC1=CN=C(C2=CC=CC(=C12)S(=O)(=O)N1C(CNCCC1)C)OC